(S)-4-(2-(4-(5-chloro-2-(4-(trifluoromethyl)-1H-1,2,3-triazol-1-yl)phenyl)-5-methoxy-2-oxopyridin-1(2H)-yl)-3-phenylpropionamido)-N-(methylsulfonyl)benzamide ClC=1C=CC(=C(C1)C1=CC(N(C=C1OC)[C@H](C(=O)NC1=CC=C(C(=O)NS(=O)(=O)C)C=C1)CC1=CC=CC=C1)=O)N1N=NC(=C1)C(F)(F)F